Cl.OC1=C(N(C=CC1=O)C1=CC=C(C=C1)OCCN1CCCCC1)C 3-hydroxy-2-methyl-1-(4-(2-(piperidin-1-yl)ethoxy)phenyl)pyridin-4(1H)-one hydrochloride